C(C)(C)N1N=NC(=C1)COC=1C=CC=C2CCN([C@@H](C12)CN1C(C2=CC=CC=C2C1)=O)C(=O)[C@H]1[C@H](CCCC1)C(=O)OCC1=C(C=C(C=C1)OC)OC 2,4-dimethoxybenzyl (1S,2R)-2-((S)-8-((1-isopropyl-1H-1,2,3-triazol-4-yl)methoxy)-1-((1-oxoisoindolin-2-yl)methyl)-1,2,3,4-tetrahydroisoquinoline-2-carbonyl)cyclohexane-1-carboxylate